N-(6-chloro-9h-pyrido[3,4-b]indol-8-yl)-3-pyridinecarboxamide ClC=1C=C2C3=C(NC2=C(C1)NC(=O)C=1C=NC=CC1)C=NC=C3